(S)-3-(2-(1-(3,4-difluorophenyl)-5-oxopyrrolidin-2-yl)-5-(3,5-dimethylisoxazol-4-yl)-1H-benzo[d]imidazol-1-yl)-N-propylcyclobutanecarboxamide FC=1C=C(C=CC1F)N1[C@@H](CCC1=O)C1=NC2=C(N1C1CC(C1)C(=O)NCCC)C=CC(=C2)C=2C(=NOC2C)C